N-hydroxy-6-(3-(methyl-(2-methyl-4-quinazolinyl)amino)phenoxy)nicotinamide ONC(C1=CN=C(C=C1)OC1=CC(=CC=C1)N(C1=NC(=NC2=CC=CC=C12)C)C)=O